(Rac)-2-[7-[(1-ethyl-3-piperidinyl)amino]thieno[2,3-d]pyridazin-4-yl]-5-(trifluoromethyl)phenol C(C)N1C[C@@H](CCC1)NC=1N=NC(=C2C1SC=C2)C2=C(C=C(C=C2)C(F)(F)F)O |r|